CC1(CC(C1)NC=1N=CC2=C(N1)NC=C2C=2C=CC1=C(N(N=N1)C)C2)N2C(CCC2)=O 1-((1s,3s)-1-methyl-3-((5-(1-methyl-1H-benzo[d][1,2,3]triazol-6-yl)-7H-pyrrolo[2,3-d]pyrimidin-2-yl)amino)cyclobutyl)pyrrolidin-2-one